aminocarboxymethyl-sodium NC(C(=O)O)[Na]